2-azaspiro[3.3]heptan-6-amine hydrochloride Cl.C1NCC12CC(C2)N